BrC1=CC=C(C=C1)C1=C(N=NN1)C 5-(4-bromophenyl)-4-methyl-1H-1,2,3-triazole